ClC1=NC=C(C(=C1)N[C@@H](CCOC1=C(C=NN1C)C1=NC=CC(=N1)N)C)C1=NN(C=C1)CC(F)(F)F (R)-2-(5-(3-((2-chloro-5-(1-(2,2,2-trifluoroethyl)-1H-pyrazol-3-yl)pyridin-4-yl)amino)butoxy)-1-methyl-1H-pyrazol-4-yl)pyrimidin-4-amine